FC1(CCN(CCC1)C1=NC=C(C=C1C(=O)NC1=NN(C2=CC=CC=C12)S(=O)(=O)C)C(F)(F)F)F 2-(4,4-difluoroazepan-1-yl)-N-[1-(methylsulfonyl)-1H-indazol-3-yl]-5-(trifluoromethyl)-pyridine-3-carboxamide